bromophenoxymethyl-silane Br[SiH2]COC1=CC=CC=C1